6-Chloro-4-[(3R,4R)-4-(4-chloro-2-hydroxy-anilino)-3-methyl-1-piperidinyl]-1-methyl-2-oxo-1,5-naphthyridine-3-carbonitrile ClC=1N=C2C(=C(C(N(C2=CC1)C)=O)C#N)N1C[C@H]([C@@H](CC1)NC1=C(C=C(C=C1)Cl)O)C